Monomethylamide C[NH-]